CC1(OC2C(O1)C=CC2)C 2,2-dimethyl-3a,6a-dihydro-4H-cyclopenta[d][1,3]dioxol